C(C)[C@H]1OC2=C(CNC1)C=C1C(=C2)SC=C1 (R)-2-ethyl-2,3,4,5-tetrahydrothieno[2',3':4,5]benzo[1,2-f][1,4]oxazepine